4-(m-chlorophenyl)aniline ClC=1C=C(C=CC1)C1=CC=C(N)C=C1